CN(C1CN(CCC1)C1=C(C=NC=2NC3=C(C=C(C(=C3C21)F)F)NC)C=2C=C1C(C(=CN(C1=NC2)NC)C(=O)O)=O)C 6-[4-[3-(dimethylamino)-1-piperidinyl]-5,6-difluoro-8-(methylamino)-9H-pyrido[2,3-b]indol-3-yl]-1-(methylamino)-4-oxo-1,8-naphthyridine-3-carboxylic acid